CC1=C(C=C(N=N1)C=1C=NC=NC1)[C@@H]1[C@H](C1)COC(F)(F)F 5-(6-Methyl-5-((1S,2S)-2-((trifluoromethoxy)methyl)cyclopropyl)pyridazin-3-yl)pyrimidine